Cl[Pd-](C1=C(C=CC=C1)C1=C(C=CC=C1)N)P(C(CC1=CC=C(C=C1)N(C)C)(C)C)C(C)(C)C chloro{[4-(N,N-dimethylamino)phenyl]di-t-butylphosphino}(2'-amino-1,1'-biphenyl-2-yl)palladium(II)